BrC=1C(=C(C(=O)OC)C=C(C1)C)CC(=O)OCC methyl 3-bromo-2-(2-ethoxy-2-oxoethyl)-5-methylbenzoate